(R)-3,7-dimethyl-9-(1-((1-methyl-2-oxo-1,2-dihydropyridin-3-yl)amino)ethyl)-2-(piperidin-1-yl)-4H-pyrido[1,2-a]pyrimidin-4-one CC1=C(N=C2N(C1=O)C=C(C=C2[C@@H](C)NC=2C(N(C=CC2)C)=O)C)N2CCCCC2